(3S,4S)-3-amino-4-fluoro-piperidine-1-carboxylic acid benzyl ester C(C1=CC=CC=C1)OC(=O)N1C[C@@H]([C@H](CC1)F)N